3-[3-tert-butyl-5-(5-chloro-2H-benzotriazole-2-yl)-4-hydroxyphenyl]ethylhexyl propionate C(CC)(=O)OCCC(CCC)CCC1=CC(=C(C(=C1)N1N=C2C(=N1)C=CC(=C2)Cl)O)C(C)(C)C